8-methyl-6-nonenoyl-coenzyme A CC(C=CCCCCC(=O)SCCNC(CCNC([C@@H](C(COP(OP(OC[C@@H]1[C@H]([C@H]([C@@H](O1)N1C=NC=2C(N)=NC=NC12)O)OP(=O)(O)O)(=O)O)(=O)O)(C)C)O)=O)=O)C